azobis(4-methoxy-2,4-dimethyl-valeronitrile) N(=NC(C#N)(CC(C)(OC)C)C)C(C#N)(CC(C)(C)OC)C